OCC1(COC1)COC=1C=C(C=CC1)C1=C(C(=O)N)C=CC=N1 (3-((3-(hydroxymethyl)oxetan-3-yl)methoxy)phenyl)nicotinamide